NC1=NC(=NN2C1=NC=C2CC2=CC(=C(C=C2)OCCNC)Cl)OC(CCO)CCC 3-((4-amino-7-(3-chloro-4-(2-(methylamino)ethoxy)benzyl)imidazo[2,1-f][1,2,4]triazin-2-yl)oxy)hexan-1-ol